BrC1=NC(=C(C(=O)NC=2C=NC(=NC2)N2[C@H](CN(CC2)C2=NC=CC=N2)C)C=C1)F (S)-6-bromo-2-fluoro-N-(2-(2-methyl-4-(pyrimidin-2-yl)piperazin-1-yl)pyrimidin-5-yl)nicotinamide